(3R)-3-(4-chlorophenyl)-2-[(5-chloropyridin-2-yl)methyl]-4-fluoro-6-[1-(4-fluoropiperidin-4-yl)-1-hydroxypropyl]-3-[(2R)-2-hydroxypropoxy]-2,3-dihydro-1H-isoindol-1-one ClC1=CC=C(C=C1)[C@@]1(N(C(C2=CC(=CC(=C12)F)C(CC)(O)C1(CCNCC1)F)=O)CC1=NC=C(C=C1)Cl)OC[C@@H](C)O